(2R)-2-[6-(5-chloro-2-{[(2S)-1-hydroxyprop-2-yl]amino}pyrimidin-4-yl)-1-oxo-2,3-dihydro-1H-isoindol-2-yl]-3-hydroxy-N-[(1R)-1-(3-methoxyphenyl)ethyl]propionamide ClC=1C(=NC(=NC1)N[C@H](CO)C)C1=CC=C2CN(C(C2=C1)=O)[C@@H](C(=O)N[C@H](C)C1=CC(=CC=C1)OC)CO